octadecane-7,9-diol CCCCCCC(CC(CCCCCCCCC)O)O